ETHYL 2-((2-((4-CHLOROBENZYL)AMINO)-2-OXOETHYL)THIO)-1H-IMIDAZOLE-4-CARBOXYLATE ClC1=CC=C(CNC(CSC=2NC=C(N2)C(=O)OCC)=O)C=C1